NC1=C(C=C(C=N1)NC(C(=O)N1[C@H](CC[C@@H](C1)C)C1=CC(=CC=C1)CCCN(C)C)=O)CC N-(6-amino-5-ethylpyridin-3-yl)-2-((2R,5S)-2-(3-(3-(dimethylamino)propyl)phenyl)-5-methylpiperidin-1-yl)-2-oxoacetamide